[C@H]12CC(C[C@@H]2C1)OC1=NC(=NC=C1C(=O)N[C@H](\C=C\S(=O)(=O)C)C1CC1)C(C)(F)F 4-(((1r,3r,5S)-bicyclo[3.1.0]hexane-3-yl)oxy)-N-((S,E)-1-cyclopropyl-3-(methylsulfonyl)allyl)-2-(1,1-difluoroethyl)pyrimidine-5-carboxamide